tert-butyl 1-amino-8-azaspiro[4.5]decane-8-carboxylate NC1CCCC12CCN(CC2)C(=O)OC(C)(C)C